C1(=CC=C(C=C1)COC(CS(F)(F)(F)(F)F)OC)C1=CC=CC=C1 (2-([1,1'-biphenyl]-4-ylmethoxy)-2-methoxyethyl)pentafluoro-lambda6-sulfane